C(C)C1CN(CCCN1)C1=NC(=C(C(=N1)NC=1C=C2C=NNC2=CC1)C)C N-(2-(3-ethyl-1,4-diazepan-1-yl)-5,6-dimethylpyrimidin-4-yl)-1H-indazol-5-amine